C1(CCCC2=CC=CC=C12)N (-)-1,2,3,4-tetrahydro-1-naphthylamine